3-cyano-3-(4-iodo-phenylamino)-cyclobutanecarboxylic acid methyl ester COC(=O)C1CC(C1)(NC1=CC=C(C=C1)I)C#N